N-[2-carbamoyl-4-(4-cyclopropylpiperazin-1-yl)phenyl]-6-methylpyrazolo[1,5-a]pyrazine-2-carboxamide C(N)(=O)C1=C(C=CC(=C1)N1CCN(CC1)C1CC1)NC(=O)C1=NN2C(C=NC(=C2)C)=C1